3,4-dibromobenzenesulfonyl chloride BrC=1C=C(C=CC1Br)S(=O)(=O)Cl